N=1CCC2(CCCCC12)C1=CC(=C(C=C1)O)OC 4-(2,3,4,5,6,7-hexahydroindol-3a-yl)-2-methoxy-phenol